C1(CC1)NC(=O)C1=CC=C(C=C1)C=1C(=CC(=C2C(C=C(OC12)C1=CC=C(C=C1)OCC1=CC=CC=C1)=O)OC)OC 8-(4-(cyclopropylcarbamoyl)phenyl)-2-(4-(benzyloxy)phenyl)-5,7-dimethoxy-4H-chromen-4-one